COC1=C(C=NC2=C1C(=NC=1N2N=C(C1)C)C)C(=O)NCC1CCC(CC1)C(F)(F)F 6-methoxy-2,5-dimethyl-N-((4-(trifluoromethyl)cyclohexyl)methyl)pyrazolo[1,5-a]pyrido[3,2-e]pyrimidine-7-carboxamide